[N].[Cr] chromium compound with nitrogen